C1=CC2=C1C=CC(=C2)N2C(C=CC2=O)=O N-(benzocyclobuten-4-yl)maleimide